2-[(12AR)-8,10-difluoro-1,2,3,4,12,12a-hexahydro-6H-pyrazino[2,1-c][1,4]benzoxazepin-9-yl]-3-(difluoromethyl)phenol FC=1C(=C(C2=C(CN3[C@@H](CO2)CNCC3)C1)F)C1=C(C=CC=C1C(F)F)O